6-(piperazin-1-yl)nicotinonitrile Hydrochloride Cl.N1(CCNCC1)C1=NC=C(C#N)C=C1